C(C)SC([C@@H](OC(C)=O)[C@@H](OC(C)=O)[C@H](OC(C)=O)[C@H](O)C(F)(F)F)SCC 2,3,4-tri-O-acetyl-6,6,6-trifluoro-D-rhamnose diethyl dithioacetal